azidopropene N(=[N+]=[N-])C=CC